ethyl-thiopheneamide C(C)C1=C(SC=C1)C(=O)N